O[C@]12[C@H](CN(C1)CC(=O)C=1C=C3CCC=NC3=CC1)C[C@@H](C2)O 6-(2-((3aR,5S,6aS)-3a,5-dihydroxyhexahydrocyclopenta[c]pyrrol-2(1H)-yl)acetyl)-3,4-dihydroquinolin